(7-(benzyloxy)hept-1-yn-1-yl)dimethyl-(octadecyl)silane C(C1=CC=CC=C1)OCCCCCC#C[Si](CCCCCCCCCCCCCCCCCC)(C)C